[C@H]12CCC[C@@H]2C1CNC[C@@H]1OC2=C(C1)C(=C(C(=C2)O)N2CC(NS2(=O)=O)=O)F |&1:0,4| 5-{(2R)-2-[({[(1RS,5SR)-bicyclo[3.1.0]hexan-6-yl]methyl}amino)methyl]-4-fluoro-6-hydroxy-2,3-dihydro-1-benzofuran-5-yl}-1λ6,2,5-thiadiazolidine-1,1,3-trione